C(C)(C)(C)OC(=O)N1CCN(CC1)C=1C=C2C(=CC(=NC2=CC1)C)OCC1=CC=C(C=C1)OC 4-(4-((4-methoxybenzyl)oxy)-2-methylquinolin-6-yl)piperazine-1-carboxylic acid tert-butyl ester